FC1=CC=C(C=C1)C1(CC1)NN (1-(4-fluorophenyl)cyclopropyl)hydrazine